C(C)OC(=O)C=1C(=NN2C1C(=CC(=C2)Br)OC)C 2-methyl-6-bromo-4-methoxypyrazolo[1,5-a]pyridine-3-carboxylic acid ethyl ester